ClC=1C(=NC=CC1C1=NC(=C(C=C1)CNCCO)OC)C1=C(C(=CC=C1)NC1=NC=CC(=C1F)CN1CC(C1)CO)Cl 2-(((3'-chloro-2'-(2-chloro-3-((3-fluoro-4-((3-(hydroxymethyl)azetidin-1-yl)methyl)pyridin-2-yl)amino)phenyl)-6-methoxy-[2,4'-bipyridin]-5-yl)methyl)amino)ethan-1-ol